C(CCCCCC)(=O)OC[C@]1(O[C@H](C[C@@H]1OC(=O)OCCCCCCCCCCCCC)N1C2=NC(=NC(=C2N=C1)N)F)C#C ((2R,3S,5R)-5-(6-amino-2-fluoro-9H-purin-9-yl)-2-ethynyl-3-(((tridecyloxy)carbonyl) oxy) tetrahydrofuran-2-yl)methyl heptanoate